S1C=NC2=C1C=C(C=C2)C=2N(N=C1C(N(C=CC12)C1=CC=C(C=C1)O)=O)C1=NC(=CC=C1)C 3-(benzo[d]thiazol-6-yl)-6-(4-hydroxyphenyl)-2-(6-methylpyridin-2-yl)-2H-pyrazolo[3,4-c]pyridin-7(6H)-one